(2Z,2'E)-2,2'-(1-(5-(3-morpholinopropyl)furan-2-yl)butane-2,3-diylidene)bis(N-ethylhydrazine-1-carbothioamide) O1CCN(CC1)CCCC1=CC=C(O1)C\C(\C(\C)=N\NC(NCC)=S)=N\NC(NCC)=S